NC1=NC=NN2C1=C(C=C2C=2C=C(C(=NC2)OC)C(=O)NC2CN(CC2F)CC2OCCCC2)C(F)(F)F 5-[4-amino-5-(trifluoromethyl)pyrrolo[2,1-f][1,2,4]triazin-7-yl]-N-{4-fluoro-1-[(oxan-2-yl)methyl]pyrrolidin-3-yl}-2-methoxypyridine-3-carboxamide